tert-butyl ((S)-(4,4-difluorocyclohexyl)(5-((S)-2-methoxy-1-((S)-2-oxo-4-(trifluoromethyl) imidazolidin-1-yl)ethyl)benzo[d]oxazol-2-yl)methyl)carbamate FC1(CCC(CC1)[C@@H](C=1OC2=C(N1)C=C(C=C2)[C@@H](COC)N2C(N[C@@H](C2)C(F)(F)F)=O)NC(OC(C)(C)C)=O)F